C1CCN2CCCC12COC1=NC2C=CN=CC2C=C1CC#N ((tetrahydro-1H-pyrrolizin-7a(5H)-yl)methoxy)-4a,8a-dihydro-1,6-naphthyridine-3-acetonitrile